N-(4-(2-isopropoxypropan-2-yl)thiazol-2-yl)-1-(4-(pyridin-4-yl)butyl)-1H-pyrrole-2-carboxamide C(C)(C)OC(C)(C)C=1N=C(SC1)NC(=O)C=1N(C=CC1)CCCCC1=CC=NC=C1